copper-lead-tin-zinc-nickel [Ni].[Zn].[Sn].[Pb].[Cu]